C1OCC12CC(C2)C=2C(=NC=CC2)N (2-oxaspiro[3.3]heptan-6-yl)pyridin-2-amine